FC[C@@](C)(O)C1=C2CCN([C@H](C2=CC=C1)C)C(C)=O 1-[(1S)-5-((1S)-2-fluoro-1-hydroxy-1-Methyl-ethyl)-1-methyl-3,4-dihydro-1H-isoquinolin-2-yl]Ethanone